1-methyl-N-(quinolin-8-yl)-1H-pyrazole-3-sulfonamide CN1N=C(C=C1)S(=O)(=O)NC=1C=CC=C2C=CC=NC12